1,2,3,4-tetramethyl-1,4-dihydropyridinium C[NH+]1C(=C(C(C=C1)C)C)C